2-(phenylmethyl)-1,3-dioxacyclopentane C1(=CC=CC=C1)CC1OCCO1